C(C1=CC=CC=C1)OC1=C(C=CC(=C1)S(=O)(=O)C)C1=NN=C(C2=CC(=CC=C12)C)N[C@H]1CNCCC1 4-(2-benzyloxy-4-methylsulfonyl-phenyl)-7-methyl-N-[(3R)-3-piperidyl]phthalazin-1-amine